COC=1C=C2CCCC2=CC1OC 5,6-dimethoxyindane